COC1=C(CN(S(=O)(=O)C=2C=C(C=CC2)NC(=O)C=2C(=NC3=C(C=CC=C3C2)Cl)N2CCC(CCC2)(F)F)CC2=C(C=C(C=C2)OC)OC)C=CC(=C1)OC N-(3-(N,N-bis(2,4-dimethoxybenzyl)sulfamoyl)phenyl)-8-chloro-2-(4,4-difluoroazepan-1-yl)quinoline-3-carboxamide